FC1=CC=C(C=C1)C1=CC(=C(C=N1)CNC(C=C)=O)C=1C(NC=CC1)=O N-((6'-(4-fluorophenyl)-2-oxo-1,2-dihydro-[3,4'-bipyridin]-3'-yl)methyl)acrylamide